3',3''',6',6'''-tetraphenyl-9,9',9'',9''',9''''-(cyanobenzene-2,3,4,5,6-pentayl)pentakis(9H-carbazole) C1(=CC=CC=C1)C=1C=CC=2N(C3=CC=C(C=C3C2C1)C1=CC=CC=C1)C=1C(=C(C(=C(C1N1C2=CC=CC=C2C=2C=CC=CC12)N1C2=CC=C(C=C2C=2C=C(C=CC12)C1=CC=CC=C1)C1=CC=CC=C1)N1C2=CC=CC=C2C=2C=CC=CC12)C#N)N1C2=CC=CC=C2C=2C=CC=CC12